4'-methyl-4-acetylbiphenyl CC1=CC=C(C=C1)C1=CC=C(C=C1)C(C)=O